4-(1-(3-ethyl-1-((trifluoromethyl)sulfonyl)azetidin-3-yl)-1H-pyrazol-4-yl)-6-(1-methyl-1H-pyrazol-4-yl)pyrazolo[1,5-a]pyrazine C(C)C1(CN(C1)S(=O)(=O)C(F)(F)F)N1N=CC(=C1)C=1C=2N(C=C(N1)C=1C=NN(C1)C)N=CC2